O[C@H]1[C@H](O)[C@@H](O)[C@H](O)[C@H](O1)C(=O)OC1=CNC2=CC=C(C(=C12)Cl)Br 5-bromo-4-chloro-3-indolyl beta-d-glucuronate